ClC1=NC=CC2=C1N(C(C=1N2N=C(C1)C)C)C 6-chloro-2,4,5-trimethyl-4,5-dihydropyrazolo[1,5-a]pyrido[3,4-e]pyrazine